FC1CN(CC12CN(C2)CCC2=NC=1NCCCC1C=C2)C/C=C/C(=O)OC methyl (E)-4-(8-fluoro-2-(2-(5,6,7,8-tetrahydro-1,8-naphthyridin-2-yl)ethyl)-2,6-diazaspiro[3.4]octane-6-yl)but-2-enoate